COC=1C(=NC=CC1)C1=CC=C(C=C1)C1=NNC2=NC=C(C=C21)C=2C=CC1=C(CC[C@H](CC1)N1C3COCC1C3)C2 6-[(7S)-2-{3-[4-(3-Methoxypyridin-2-yl)phenyl]-1H-pyrazolo[3,4-b]pyridin-5-yl}-6,7,8,9-tetrahydro-5H-benzo[7]annulen-7-yl]-3-oxa-6-azabicyclo[3.1.1]heptane